2,5-dichloro-4-(1-cyclopentyl-1H-pyrazol-3-yl)pyrimidine ClC1=NC=C(C(=N1)C1=NN(C=C1)C1CCCC1)Cl